ClC1=CC=C(C=C1)C=1C=CC(=[N+](C1)[O-])C(N[C@H]1CS(C=C1)(=O)=O)=O (R)-5-(4-chlorophenyl)-2-((1,1-dioxido-2,3-dihydrothiophen-3-yl)carbamoyl)pyridine 1-oxide